(5-benzyl-1H-pyrrole-2-carbonyl)-5-chloro-2-hydroxy-1H-indole-1-carboxamide C(C1=CC=CC=C1)C1=CC=C(N1)C(=O)C1=C(N(C2=CC=C(C=C12)Cl)C(=O)N)O